2,2-difluoro-2-(cyclopentyloxy)4-trifluoromethyl-1,3,2-dioxaphospholane FP1(OCC(O1)C(F)(F)F)(OC1CCCC1)F